N-(7-chloro-6-(1-(4-hydroxy-3-methyltetrahydrofuran-3-yl)piperidin-4-yl)isoquinolin-3-yl)-2-(2-hydroxypropan-2-yl)cyclopropane-1-carboxamide ClC1=C(C=C2C=C(N=CC2=C1)NC(=O)C1C(C1)C(C)(C)O)C1CCN(CC1)C1(COCC1O)C